BrC1=CC=C(OP(=O)(OC2=CC=C(C=C2)[N+](=O)[O-])N[C@@H](C)C(=O)OCC(C)C)C=C1 Isobutyl ((4-bromophenoxy) (4-nitrophenoxy) phosphoryl)-L-alaninate